CC(C)(C=1C=C(N)C=CC1)C=1C=C(N)C=CC1 3,3'-(Propane-2,2-diyl)dianiline